BrC1=CC(=CC=C1)OCF 1-bromo-3-(fluoromethoxy)benzene